4-((4-(2-(2-Fluoroethoxy)ethoxy)phenyl)(phenyl)methyl)piperidine FCCOCCOC1=CC=C(C=C1)C(C1CCNCC1)C1=CC=CC=C1